C(C)(C)OC1=CC=C(C(=O)N2CCC(CC2)OC=2C=CC=C3C(=NN(C23)C)C2C(NC(CC2)=O)=O)C=C1 3-(7-((1-(4-isopropoxybenzoyl)piperidin-4-yl)oxy)-1-methyl-1H-indazol-3-yl)-piperidine-2,6-dione